5-((E)-4-(6-methylpyridin-3-yl)but-3-enamido)-N-(2-amino-4-fluorophenyl)picolinamide CC1=CC=C(C=N1)/C=C/CC(=O)NC=1C=CC(=NC1)C(=O)NC1=C(C=C(C=C1)F)N